NC1=CC(=C(OC=2C=CC(N(C2)C2CCC2)=O)C(=C1)Cl)Cl 5-(4-amino-2,6-dichlorophenoxy)-1-cyclobutylpyridin-2(1H)-one